FC1=CC=C(C(=O)N2[C@@H](C=3N(CC2)C(=NC3N3C([C@H](CC3)O)=O)C3=NC(=NS3)C)C)C=C1 (S)-1-[(R)-7-(4-fluorobenzoyl)-8-methyl-3-(3-methyl-1,2,4-thiadiazol-5-yl)-5,6,7,8-Tetrahydroimidazo[1,5-a]pyrazin-1-yl]-3-hydroxypyrrolidin-2-one